3-(4-(4-((R)-2-(1-aminopiperidin-4-yl)propyl)piperazin-1-yl)-3-fluorophenyl)piperidine-2,6-dione NN1CCC(CC1)[C@H](CN1CCN(CC1)C1=C(C=C(C=C1)C1C(NC(CC1)=O)=O)F)C